C(C1=CC=CC=C1)OC=1C(=CC2=C(N(C([C@H]3N(C2=O)CCCC3)O)C(=O)OCC=C)C1)OC allyl (6aS)-3-(benzyloxy)-6-hydroxy-2-methoxy-12-oxo-6,6a,7,8,9,10-hexahydrobenzo[e]pyrido[1,2-a][1,4]diazepine-5(12H)-carboxylate